N-[4-(3-cyanophenyl)-5-(2,6-dimethyl-4-pyridinyl)thiazol-2-yl]-3,6-diazabicyclo[3.1.1]Heptane-6-carboxamide C(#N)C=1C=C(C=CC1)C=1N=C(SC1C1=CC(=NC(=C1)C)C)NC(=O)N1C2CNCC1C2